methyl 3-{[(4-methylphenyl)sulfonyl]amino}benzoate CC1=CC=C(C=C1)S(=O)(=O)NC=1C=C(C(=O)OC)C=CC1